methyl 2-benzyl-3-((4-(N-(tert-butyl) sulfamoyl) phenyl) amino)-3-oxopropionate C(C1=CC=CC=C1)C(C(=O)OC)C(=O)NC1=CC=C(C=C1)S(NC(C)(C)C)(=O)=O